C(#N)C1=C(C=CC=C1)N1N=C(C=C1)C(=O)OCC ethyl 1-(2-cyanophenyl)-1H-pyrazole-3-carboxylate